2-Azaspiro[3.3]heptan-6-yl (7-fluoro-6-(8-methyl-2,3-dihydro-1H-pyrido[2,3-b][1,4]oxazin-7-yl)isoquinolin-3-yl)carbamate FC1=C(C=C2C=C(N=CC2=C1)NC(OC1CC2(CNC2)C1)=O)C1=C(C2=C(OCCN2)N=C1)C